2-(5-methyl-1,1-dioxido-4-oxothiochroman-3-yl)-2-oxoacetic acid ethyl ester C(C)OC(C(=O)C1CS(C2=CC=CC(=C2C1=O)C)(=O)=O)=O